OC1=CC=CC=2NC3=CC=C(C=C3C(C12)=O)O 1,7-dihydroxyacridone